3-methyl-1,2,3,6-tetrahydrophthalic anhydride CC1C2C(C(=O)OC2=O)CC=C1